N(=C=O)C(C)(C)C1=CC=C(C=C1)C(C)(N=C=O)C 1,4-Bis(1-isocyanato-1-methylethyl)benzol